C(C)[C@H]1[C@H](NC(C1)=O)COC1=NC=CC2=CC(=C(C=C12)OC)C(=O)N [(2S,3R)-3-ethyl-5-oxopyrrolidin-2-yl]methoxyl-7-methoxyisoquinoline-6-carboxamide